Tri-tert-butyl (6S,9S,24S,28S)-1-amino-6-((4-(hydroxymethyl)phenyl)carbamoyl)-9-isopropyl-1,8,11,18,26-pentaoxo-2,7,10,19,25,27-hexaazatriacontane-24,28,30-tricarboxylate NC(NCCC[C@H](NC([C@@H](NC(CCCCCCC(NCCCC[C@H](NC(N[C@@H](CCC(=O)OC(C)(C)C)C(=O)OC(C)(C)C)=O)C(=O)OC(C)(C)C)=O)=O)C(C)C)=O)C(NC1=CC=C(C=C1)CO)=O)=O